C(C)(C)(C)OC(=O)N1CC(CC=C1C1=CC=C2C=NN(C2=C1)C)C 3-Methyl-6-(1-methyl-1H-indazol-6-yl)-3,4-dihydropyridine-1(2H)-carboxylic acid tert-butyl ester